N1C(=NC=2C=NC=CC21)C(=O)N 1H-imidazo[4,5-c]pyridine-2-carboxamide